tert-butyl 3-(4-(4,6-dichloro-7H-pyrrolo[2,3-d]pyrimidin-7-yl)phenyl)-3-methylmorpholine-4-carboxylate ClC=1C2=C(N=CN1)N(C(=C2)Cl)C2=CC=C(C=C2)C2(N(CCOC2)C(=O)OC(C)(C)C)C